2-(3-chlorophenyl)propionic acid ClC=1C=C(C=CC1)C(C(=O)O)C